(2-((tert-butoxycarbonyl)(methyl)amino)ethyl)magnesium bromide C(C)(C)(C)OC(=O)N(CC[Mg]Br)C